FC1=C(C=CC(=C1)F)C=1C=C2C3=C(NC2=CC1)N=CN=C3N[C@@H]3CC[C@H](CC3)N3CCOCC3 6-(2,4-difluorophenyl)-N-(trans-4-morpholinocyclohexyl)-9H-pyrimido[4,5-b]indol-4-amine